NC1=NN2C(C=C(C=C2)C=2C(=C(C(=O)NCCC(O)C3=NC=C(C=C3)Cl)C(=CC2)C)F)=N1 3-(2-amino-[1,2,4]-triazolo[1,5-a]-pyridin-7-yl)-N-(3-(5-chloropyridin-2-yl)-3-hydroxy-propyl)-2-fluoro-6-methylbenzamide